C(C)(C)(C)OC(=O)NC=1C=2N(C3=CC(=C(C=C3N1)Cl)C(=O)OC)C=NC2 methyl 4-((tert-butoxycarbonyl)amino)-7-chloroimidazo[1,5-a]quinoxalin-8-carboxylate